2-[3-(nitrooxy)-1-oxopropoxy]benzoic acid [N+](=O)([O-])OCCC(OC1=C(C(=O)O)C=CC=C1)=O